C(#N)C=1C=C(COC2=C(C=C(C=C2)NC2=C(C=3N=C(C=NC3C=C2)N2CCOCC2)C#N)OC)C=CC1OC 6-((4-((3-cyano-4-methoxybenzyl)oxy)-3-methoxyphenyl)amino)-3-morpholino-quinoxaline-5-carbonitrile